CN1C(=NN=C1COC1=CC(=CC=C1)C(F)(F)F)[C@@H]1CC[C@H](CC1)N trans-4-[4-methyl-5-[[3-(trifluoromethyl)phenoxy]methyl]-1,2,4-triazol-3-yl]cyclohexylamine